C1(CC1)C1=NC=CC=C1C1=NC=C2N(C(N(C2=N1)CC1=CC=C(C=C1)C=1N(C=C(N1)C(F)(F)F)C)=N)C 2-(2-cyclopropyl-3-pyridyl)-7-methyl-9-[[4-[1-methyl-4-(trifluoromethyl)imidazol-2-yl]phenyl]methyl]purin-8-imine